(S)-2-(4-([1,2,4]triazolo[4,3-a]pyridine-6-carbonyl)-3,3-dimethylpiperazin-1-yl)-N-(5-(2,4-difluorophenoxy)pyrazin-2-yl)propanamide N=1N=CN2C1C=CC(=C2)C(=O)N2C(CN(CC2)[C@H](C(=O)NC2=NC=C(N=C2)OC2=C(C=C(C=C2)F)F)C)(C)C